3-(tert-Butyl)-N-(4-(2-(1-methyl-6-oxo-1,6-dihydropyridazin-3-yl)-3H-imidazo[4,5-b]pyridin-7-yl)-2-(methylsulfonyl)benzyl)-1,2,4-oxadiazole-5-carboxamide C(C)(C)(C)C1=NOC(=N1)C(=O)NCC1=C(C=C(C=C1)C1=C2C(=NC=C1)NC(=N2)C2=NN(C(C=C2)=O)C)S(=O)(=O)C